C(C)(=O)C1=NC=C(N(C1)C)C 2-acetyl-4,5-dimethylpyrazine